9-(4-chloro-2-fluoro-phenyl)-2,3-dimethyl-7-[(2S,4R)-2-[1-(trifluoromethyl)pyrazol-4-yl]tetrahydropyran-4-yl]pyrazino[1,2-a]pyrimidin-4-one ClC1=CC(=C(C=C1)C1=NC(=CN2C1=NC(=C(C2=O)C)C)[C@H]2C[C@H](OCC2)C=2C=NN(C2)C(F)(F)F)F